6-(5-propyl-1,2,4-oxadiazol-3-yl)imidazo[1,2-a]pyridine-2-carboxamide C(CC)C1=NC(=NO1)C=1C=CC=2N(C1)C=C(N2)C(=O)N